CN(C)C[C@H]1N(CCC1)C1=C(C=NC=2NC3=C(C(=C(C=C3C21)F)F)NC)C=2C=C1C(C(=CN(C1=NC2)C)C(=O)O)=O (S)-6-(4-(2-((dimethylamino)methyl)pyrrolidin-1-yl)-6,7-difluoro-8-(methylamino)-9H-pyrido[2,3-b]indol-3-yl)-1-methyl-4-oxo-1,4-dihydro-1,8-naphthyridine-3-carboxylic acid